N-((5-chloro-6-(5-methylpyrazin-2-yl)-1H-indol-2-yl)methyl)acetamide ClC=1C=C2C=C(NC2=CC1C1=NC=C(N=C1)C)CNC(C)=O